C(C)(C)C1=CC=C(CNC(CN)C)C=C1 N2-(4-isopropylbenzyl)-1,2-propanediamine